BrC1=CC(=NC=C1)C1=CCN(CC1)C(=O)OC(C)(C)C tert-butyl 4-(4-bromopyridin-2-yl)-5,6-dihydropyridine-1(2H)-carboxylate